tert-Butyl 3-phenyl-3-[(2,2,2-trichloroethanimidoyl)oxy]azetidine-2-carboxylate C1(=CC=CC=C1)C1(C(NC1)C(=O)OC(C)(C)C)OC(C(Cl)(Cl)Cl)=N